C1(CC1)CS(=O)(=O)C1=NC=2N(C(N(C(C2N1C)=O)C)=O)CC#C ((cyclopropylmethyl)sulfonyl)-1,7-dimethyl-3-(prop-2-yn-1-yl)-1H-purine-2,6(3H,7H)-dione